ClC1=NC=CC(=C1)C=1C=CC2=C(CCCC[C@H]2NC(OC(C)(C)C)=O)C1 tert-butyl (R)-(2-(2-chloropyridin-4-yl)-6,7,8,9-tetrahydro-5H-benzo[7]annulen-5-yl)carbamate